NC1=C(C=C(C=N1)C=1C=C2N(N1)CCC21CN(C1)C(=O)N[C@H](C)C1=CC(=CC=C1)F)C(F)(F)F 2'-[6-amino-5-(trifluoromethyl)pyridin-3-yl]-N-[(1R)-1-(3-fluorophenyl)ethyl]-5',6'-dihydrospiro[azetidine-3,4'-pyrrolo[1,2-b]pyrazole]-1-carboxamide